γ-glycidoxypropylmethyl-dibutoxysilane tert-butyl-{[(2R)-4-fluoro-6-hydroxy-5-(1,1,4-trioxo-1λ6,2,5-thiadiazolidin-2-yl)-2,3-dihydro-1H-inden-2-yl]methyl}carbamate C(C)(C)(C)N(C(O)=O)C[C@@H]1CC2=CC(=C(C(=C2C1)F)N1S(NC(C1)=O)(=O)=O)O.C(C1CO1)OCCC[Si](OCCCC)(OCCCC)C